O=C1N(C(C2=CC=CC=C12)=O)[C@@H]1C[C@@H](CCC1)OC(C)=O (1R,3S)-Acetic acid 3-(1,3-dioxo-1,3-dihydro-isoindol-2-yl)-cyclohexyl ester